C1(=CC=CC=C1)NC(=O)C1(CC1)C(=O)NCCC N-phenyl-N'-propylcyclopropane-1,1-dicarboxamide